1-(N,N-diethylaminoethyl)-3-methylimidazole tetrafluoroborate F[B-](F)(F)F.C(C)N(CC)CCN1CN(C=C1)C